NCCCO[Si](OC)(C)CCCN (β-aminoethyl)-γ-aminopropylmethyldimethoxysilane